[N+](=O)([O-])C1=CC(=CC=2C=COC21)O 7-Nitrobenzofuran-5-ol